CNC(=O)C=1N=NN(C1)CCCCC=1N=NC(=CC1)NC(CC1=CC(=CC=C1)C1OCCCC1)=O N-methyl-1-(4-(6-(2-(3-(tetrahydro-2H-pyran-2-yl)phenyl)acetamido)pyridazin-3-yl)butyl)-1H-1,2,3-triazole-4-carboxamide